FP(OCCCCCCCCCCCCCCCCCCCC)([O-])=O arachidyl fluorophosphonate